formaldehyde-chromium salt [Cr].C=O